ClC1=NC(=NC(=C1)OC1CC1)C(C)(F)F 4-chloro-6-cyclopropoxy-2-(1,1-difluoroethyl)pyrimidine